3-[6-bromo-3-(5-methoxy-4-methyl-3-pyridinyl)-2,4-dioxo-thieno[3,2-d]pyrimidin-1-yl]propionitrile BrC1=CC=2N(C(N(C(C2S1)=O)C=1C=NC=C(C1C)OC)=O)CCC#N